3-amino-1-(4,4-difluorocyclohexyl)-5-methylpyridin-2(1H)-one NC=1C(N(C=C(C1)C)C1CCC(CC1)(F)F)=O